1-(phenylsulfonyl)-2-((phenylthio)methyl)pyrrolidine C1(=CC=CC=C1)S(=O)(=O)N1C(CCC1)CSC1=CC=CC=C1